amino-2'-methylbiphenyl-4-carboxylic acid methyl ester COC(=O)C1=CC(=C(C=C1)C1=C(C=CC=C1)C)N